CN1C=C(C2=CC=CC=C12)\C=C\1/C(NC=2C1=NC=CC2)=O (3Z)-3-[(1-methylindol-3-yl)methylene]-1H-pyrrolo[3,2-b]pyridin-2-one